CC1(C2=CC=CC=C2C=2C=CC(=CC12)N(C1=CC2=C(OC3=C2C=CC=C3)C=C1)C1=CC=3C2(C4=CC=CC=C4C3C=C1)C1=CC=CC=C1C=1C=CC=CC12)C N-(9,9-dimethyl-9H-fluoren-2-yl)-N-(9,9'-spirobi[fluoren]-2-yl)dibenzofuran-2-amine